(R)-1-(3-(3-(4-amino-1,3,5-triazin-2-yl-6-d)-5-chlorophenyl)morpholino)prop-2-en-1-one NC1=NC(=NC(=N1)[2H])C=1C=C(C=C(C1)Cl)[C@@H]1COCCN1C(C=C)=O